3-(3-(7-fluoro-1,2,3,4-tetrahydroisoquinoline-2-carbonyl)phenyl)-8-(furan-3-yl)-2-methyl-5,6-Dihydro-2H-2,6-methanobenzo[g][1,3,5]oxadiazocin-4(3H)-one FC1=CC=C2CCN(CC2=C1)C(=O)C=1C=C(C=CC1)N1C2(OC3=C(C(NC1=O)C2)C=C(C=C3)C3=COC=C3)C